BrC=1C=CC(=C(C1)S(=O)(C)=NC(OC(C)(C)C)=O)OC(F)(F)F tert-butyl ((5-bromo-2-(trifluoromethoxy)phenyl)(methyl)(oxo)-λ6-sulfaneylidene)carbamate